3-(4-bromo-2-chloro-5-fluorophenyl)-1-((2-(trimethylsilyl)ethoxy)methyl)piperidine-2,6-dione tetra[2-ethyl-(1-aziridinyl)]propionate C(C)C1N(C1)C(C(C(=O)O)(N1C(C1)CC)N1C(C1)CC)N1C(C1)CC.BrC1=CC(=C(C=C1F)C1C(N(C(CC1)=O)COCC[Si](C)(C)C)=O)Cl